BrCC(=O)C1=C(C(=NC=C1)N(C(C)=O)C(CO[Si](C)(C)C(C)(C)C)(C)C)F N-(4-(2-bromoacetyl)-3-fluoropyridin-2-yl)-N-(1-((tert-butyldimethylsilyl)oxy)-2-methylpropan-2-yl)acetamide